5-(2-hydroxy-prop-2-yl)-1-(1-((2-(trimethylsilyl)ethoxy)methyl)-1H-pyrazol-4-yl)-4,6,7,8-tetrahydro-3H-9-oxa-2-thia-4-azabenzo[cd]azulene-3-one OC(C)(C)C=1NC(C=2SC(=C3OCCCC1C23)C=2C=NN(C2)COCC[Si](C)(C)C)=O